NCCN1CCN(CC1)CCN 1,4-bis(2-aminoethyl)piperazine